FC=1C=C(C=C(C1)F)N(C1=CC=C2C(=C(CN(C2=C1)C1=CC=CC=C1)C(C(F)(F)F)=O)O)C1=CC(=CC(=C1)F)F 7-[bis(3,5-difluorophenyl)amino]-4-hydroxy-1-phenyl-3-(2,2,2-trifluoroethan-1-on-1-yl)quinolin